3-(4-((2-aminoethyl)thio)-1-oxoisoindolin-2-yl)piperidine-2,6-dione diethyl-2-((benzyl)methylamino)-malonate C(C)OC(C(C(=O)OCC)N(C)CC1=CC=CC=C1)=O.NCCSC1=C2CN(C(C2=CC=C1)=O)C1C(NC(CC1)=O)=O